(6-methyl-5-(piperazin-1-yl)pyridin-2-yl)oxetan-3-ol CC1=C(C=CC(=N1)C1OCC1O)N1CCNCC1